1-octadecyl-2-pyrrolidinone C(CCCCCCCCCCCCCCCCC)N1C(CCC1)=O